NC=1N=CC(=NC1)C=1C=NN(C1)C[C@H]1CN([C@@H](CO1)C)C(=O)OC(C)(C)C (2R,5R)-tert-butyl 2-((4-(5-aminopyrazin-2-yl)-1H-pyrazol-1-yl)methyl)-5-methylmorpholine-4-carboxylate